Benzyl (2R,5R)-2-methyl-5-[[4-[6-(1-methyltetrazol-5-yl)-1-(2-trimethylsilylethoxymethyl)pyrrolo[2,3-b]pyridin-3-yl]-5-(trifluoromethyl)pyrimidin-2-yl]amino]piperidine-1-carboxylate C[C@H]1N(C[C@@H](CC1)NC1=NC=C(C(=N1)C1=CN(C2=NC(=CC=C21)C2=NN=NN2C)COCC[Si](C)(C)C)C(F)(F)F)C(=O)OCC2=CC=CC=C2